7,8-dihydro-1H-furo[2,3-g]Indole N1C=CC2=CC=C3C(=C12)CCO3